BrC=1C=C2C(NC(C2=CC1)=O)C1=CC=CC=C1 5-Bromo-3-phenylisoindolin-1-one